COC1CN2C(OC1)=C(C=N2)S(=O)(N)=N 6-methoxy-6,7-dihydro-5H-pyrazolo[5,1-b][1,3]oxazine-3-sulfonimidamide